C1CCC12CCC2 spiro[3.3]-heptan